4-(aminomethyl)-6-(1-methyl-5-(1-oxo-3,4-dihydroisoquinolin-2(1H)-yl)-1H-pyrazol-4-yl)phthalazin-1(2H)-one NCC1=NNC(C2=CC=C(C=C12)C=1C=NN(C1N1C(C2=CC=CC=C2CC1)=O)C)=O